(R)-N-(3-(1-((2-amino-5-chloropyridin-3-yl)oxy)ethyl)-phenyl)-1-methylindoline-6-carboxamide NC1=NC=C(C=C1O[C@H](C)C=1C=C(C=CC1)NC(=O)C1=CC=C2CCN(C2=C1)C)Cl